C(C1=CC=CC=C1)OC(=O)C1C[C@H]2CC[C@@H](C1)N2C(=O)C2=NN(C(=C2)Br)COCC[Si](C)(C)C (1r,3s,5s)-8-(5-bromo-1-((2-(trimethylsilyl)ethoxy)methyl)-1H-pyrazole-3-carbonyl)-8-azabicyclo[3.2.1]octane-3-carboxylic acid benzyl ester